C1(CC1)N1N=C(C2=C1C=NN(C2=O)CC(=O)N[C@@H](C)C2=C(C(=CC=C2)F)F)C (S)-2-(1-Cyclopropyl-3-methyl-4-oxo-1,4-dihydro-5H-pyrazolo[3,4-d]pyridazin-5-yl)-N-(1-(2,3-difluorophenyl)ethyl)acetamid